3-fluoro-4-(piperazin-1-yl)-N-(5,6,7,8-tetrahydronaphthalen-2-yl)benzenesulfonamide FC=1C=C(C=CC1N1CCNCC1)S(=O)(=O)NC1=CC=2CCCCC2C=C1